3-chloropropyl (2R,3S,5S)-5-(acetoxymethyl)-2-(((tert-butyldimethylsilyl)oxy)methyl)-3-(N-(4-methoxybenzyl)methylsulfonamido)pyrrolidine-1-carboxylate C(C)(=O)OC[C@@H]1C[C@@H]([C@@H](N1C(=O)OCCCCl)CO[Si](C)(C)C(C)(C)C)N(S(=O)(=O)C)CC1=CC=C(C=C1)OC